CC1(OCC(O1)CCC(CC#N)=O)C 5-(2,2-dimethyl-1,3-dioxolan-4-yl)-3-oxovaleronitrile